COC1=C(C=C(C=C1)C1=NN2C=NC=3C=CC=CC3C2=N1)C 2-(4-methoxy-3-methylphenyl)[1,2,4]triazolo[1,5-c]quinazolin